C(=O)O.NC=1C(=NC(=C(N1)F)C1=CC=C(C=C1)C1CCN(CC1)CC1CC1)C=1C=C2CCNC(C2=C(C1)F)=O 6-(3-amino-6-(4-(1-(cyclopropylmethyl)piperidin-4-yl)phenyl)-5-fluoropyrazin-2-yl)-8-fluoro-3,4-dihydroisoquinolin-1(2H)-one formate salt